4,4'-((S or R)-4-((1R,5S)-3,8-diazabicyclo[3.2.1]oct-3-yl)-6-chloro-8-fluoroquinazolin-2,7-diyl)bis(naphthalene-2-ol) hydrochloride Cl.[C@H]12CN(C[C@H](CC1)N2)C2=NC(=NC1=C(C(=C(C=C21)Cl)C2=CC(=CC1=CC=CC=C21)O)F)C2=CC(=CC1=CC=CC=C21)O